BrCCC1C2CC(C(C1)C2)O 5-bromoethyl-bicyclo[2.2.1]-heptane-2-ol